methyl-4-(2-amino-5-methoxyphenyl)-3-[(tert-butoxycarbonyl)amino]butanoate COC(CC(CC1=C(C=CC(=C1)OC)N)NC(=O)OC(C)(C)C)=O